1-(pyridine-3-carboximidoyl)-3-[3-(trifluoromethyl)phenyl]Thiourea N1=CC(=CC=C1)C(=N)NC(=S)NC1=CC(=CC=C1)C(F)(F)F